FC1=CC(=C(N)C=C1C=1C=NC(=NC1)N1CCOCC1)N1CC2COCCN2CC1 4-fluoro-2-(hexahydropyrazino[2,1-c][1,4]oxazin-8(1H)-yl)-5-(2-morpholinopyrimidin-5-yl)aniline